(S)-3-((4-cyclopropylpiperazin-1-yl)methyl)-10-(4-fluorophenyl)-7-(piperazin-1-yl)-9-(trifluoromethyl)-2H-[1,4]thiazino[2,3,4-ij]quinazolin-5(3H)-one C1(CC1)N1CCN(CC1)C[C@H]1CSC=2C(=C(C=C3C(=NC(N1C23)=O)N2CCNCC2)C(F)(F)F)C2=CC=C(C=C2)F